(pyridin-2-ylmethyl)benzenesulfonamide N1=C(C=CC=C1)CC1=C(C=CC=C1)S(=O)(=O)N